[(1S,2R,5S)-2-isopropyl-5-methylcyclohexyl] 2-[(2S)-1-[(2,3-difluorophenyl)methyl]-5-oxopyrrolidin-2-yl]acetat FC1=C(C=CC=C1F)CN1[C@@H](CCC1=O)CC(=O)O[C@@H]1[C@H](CC[C@@H](C1)C)C(C)C